ClC=1C=CC(=NC1)[C@]1(OC(C2=C(O1)C=CC=C2)C2CCN(CC2)CC2=NC1=C(N=C(S1)C(=O)O)N2C[C@H]2OCC2)C 5-((4-((S)-2-(5-chloropyridin-2-yl)-2-methylbenzo[d][1,3]dioxan-4-yl)piperidin-1-yl)methyl)-4-(((S)-oxetan-2-yl)methyl)-4H-imidazo[4,5-d]thiazole-2-carboxylic acid